C(CCCC)C1CCC(CC1)C(=O)OCC(CO)COC(CCCCCCC\C=C/C\C=C/CCCCC)=O 3-hydroxy-2-((((9Z,12Z)-octadeca-9,12-dienoyl)oxy)methyl)propyl 4-pentylcyclohexane-1-carboxylate